(1-(2-aminoethyl)-1H-imidazol-2-yl)-N-(4-methoxypyridin-2-yl)-5-methyl-6-(1-methyl-1H-pyrazol-3-yl)pyrrolo[2,1-f][1,2,4]triazin-4-amine NCCN1C(=NC=C1)C1=NN2C(C(=N1)NC1=NC=CC(=C1)OC)=C(C(=C2)C2=NN(C=C2)C)C